Cl.Cl.FC=1C=C2C(=NC1)NC=C2CCN2[C@@H](CC2)C (R)-5-fluoro-3-(2-(2-methylazetidin-1-yl)ethyl)-1H-pyrrolo[2,3-b]pyridine dihydrochloride